N=1N=C(NC1)C=1C=C(C=CC1)N1C=CC=2C1=NC=C(C2)C(=O)N2CCC(CC2)(F)F (1-(3-(4H-1,2,4-triazol-3-yl)phenyl)-1H-pyrrolo[2,3-b]pyridin-5-yl)(4,4-difluoropiperidin-1-yl)methanone